C(C1=CC=CC=C1)OC=1C(=O)O[C@@H](C1OCC(C)(C)O)[C@@H](O)CO 2-O-benzyl-3-O-(2-hydroxyisobutyl)ascorbic acid